TRIMETHYL-2-HEXENE CCCC=CC(C)(C)C